(E)-3-(4-hydroxyphenyl)-1-(2-methoxy-4,6-bis(methoxymethoxy)phenyl)prop-2-ene-1-one OC1=CC=C(C=C1)/C=C/C(=O)C1=C(C=C(C=C1OCOC)OCOC)OC